CC1=NNC=C1C 3,4-dimethyl-1H-pyrazol